CC1=C(C2=C(N=C(O2)C2=CC=CC=C2)C=C1)C 6,7-dimethyl-2-phenylbenzoxazole